2-chloro-4-fluoro-N-[(1s,4s)-4-{[2-(difluoromethyl)imidazo[1,2-a]pyridin-5-yl]amino}cyclohexyl]benzamide ClC1=C(C(=O)NC2CCC(CC2)NC2=CC=CC=3N2C=C(N3)C(F)F)C=CC(=C1)F